4-((2-fluoro-6-methoxybenzyl)amino)-2-((1-octyl-1H-pyrazol-4-yl)amino)pyrimidin-5-carboxamide FC1=C(CNC2=NC(=NC=C2C(=O)N)NC=2C=NN(C2)CCCCCCCC)C(=CC=C1)OC